C(C)S(=O)(=O)C=1C(=C(C=CC1)NC1=NC=C(C(=N1)C1=CNC2=C(C=CC=C12)NC([C@@H](C)N1CCN(CC1)C)=O)C)F (R)-N-(3-(2-(3-(ethylsulfonyl)-2-fluorophenylamino)-5-methylpyrimidin-4-yl)-1H-indol-7-yl)-2-(4-methylpiperazin-1-yl)propanamide